N1C=C(C2=CC=CC=C12)CC(=O)NC1=CC(=C(OC2=CC(=NC=C2)NC(=O)C2CC2)C=C1F)F N-(4-(4-(2-(1H-indol-3-yl)acetamido)-2,5-difluorophenoxy)pyridin-2-yl)cyclopropanecarboxamide